tert-butyl (2-((3-(2-methoxypyridin-3-yl)pyrazolo[1,5-a]pyrimidin-5-yl)amino)ethyl)(methyl)carbamate COC1=NC=CC=C1C=1C=NN2C1N=C(C=C2)NCCN(C(OC(C)(C)C)=O)C